C(C)(C)C1=C(NC2=CC=C(C=C12)C1CCN(CC1)C(=O)C1CC(N(CC1)C)=O)C1=CC(=NC=C1)C 4-(4-(3-isopropyl-2-(2-methylpyridin-4-yl)-1H-indol-5-yl)piperidine-1-carbonyl)-1-methylpiperidin-2-one